(S)-N-(3-(5-methyl-2-((1-methyl-1H-pyrazol-4-yl)amino)-5,6-dihydro-7H-pyrrolo[2,3-d]pyrimidin-7-yl)phenyl)acrylamide C[C@@H]1CN(C=2N=C(N=CC21)NC=2C=NN(C2)C)C=2C=C(C=CC2)NC(C=C)=O